ClC1=CC2=C(NC(=N2)C(CN)C2CCC(CC2)C2=CC=NC3=CC=C(C=C23)F)C=C1 2-(5-chloro-1H-benzo[d]imidazol-2-yl)-2-((1S,4S)-4-(6-fluoroquinolin-4-yl)cyclohexyl)ethan-1-amine